O=C1NC(CCC1N1C(C2=CC=CC(=C2C1=O)SCCN1CCC(CC1)NC(OC(C)(C)C)=O)=O)=O tert-butyl (1-(2-((2-(2,6-dioxopiperidin-3-yl)-1,3-dioxoisoindolin-4-yl)thio)ethyl)piperidin-4-yl)carbamate